N1(N=NN=C1)C[C@H](C)OC1=C(C#N)C=CC(=C1)C=1C=NC(=NC1)NC=1C(=NN(C1)C1CCC(CC1)N1CCOCC1)OCCC1=NC=CC=N1 2-(((S)-1-(1H-tetrazol-1-yl)propan-2-yl)oxy)-4-(2-((1-((1r,4r)-4-morpholinocyclohexyl)-3-(2-(pyrimidin-2-yl)ethoxy)-1H-pyrazol-4-yl)amino)pyrimidin-5-yl)benzonitrile